5-[4-(6-chloro-2-methoxybenzoylamino)phenyl]-1H-naphtho[1,2-B][1,4]diazepine-2,4(3H,5h)-dione ClC1=CC=CC(=C1C(=O)NC1=CC=C(C=C1)N1C2=C(NC(CC1=O)=O)C1=CC=CC=C1C=C2)OC